C1(=CC=CC=C1)N(C1=CC=C(C=C1)C1=CC=C(N(C2=CC=C(C=C2)C2=CC=C(C=C2)N(C2=CC=CC3=CC=CC=C23)C2=CC=CC3=CC=CC=C23)C2=CC=CC=C2)C=C1)C1=CC=C(C=C1)C1=CC=C(C=C1)N(C1=CC=CC2=CC=CC=C12)C1=CC=CC2=CC=CC=C12 N,N'-diphenyl-N,N'-bis(4'-(N,N-bis(naphthalen-1-yl)-amino)-biphenyl-4-yl)-benzidine